(S)-1-(3,4-dichlorophenyl)-6-(5-(3,5-dimethylisoxazol-4-yl)-1-isobutyl-1H-benzo[d]imidazol-2-yl)piperidin-2-one ClC=1C=C(C=CC1Cl)N1C(CCC[C@H]1C1=NC2=C(N1CC(C)C)C=CC(=C2)C=2C(=NOC2C)C)=O